5-chloro-N-((1r,4r)-4-((3-(1,3-dimethyl-1H-indazol-6-yl)-2-oxo-2,3-dihydro-1H-benzo[d]imidazol-1-yl)methyl)cyclohexyl)-2-methylnicotinamide ClC=1C=NC(=C(C(=O)NC2CCC(CC2)CN2C(N(C3=C2C=CC=C3)C3=CC=C2C(=NN(C2=C3)C)C)=O)C1)C